[Na+].OC(CCC(=O)[O-])CCC gamma-hydroxyheptanoic acid sodium salt